benzyl (R)-8-(4-(4-(1-(3-(tert-butyl)-1,2,4-oxadiazole-5-carboxamido)ethyl)-3-methylphenyl)-9H-pyrimido[4,5-b]indol-7-yl)-2,8-diazaspiro[4.5]decane-2-carboxylate C(C)(C)(C)C1=NOC(=N1)C(=O)N[C@H](C)C1=C(C=C(C=C1)C1=NC=NC=2NC3=CC(=CC=C3C21)N2CCC1(CCN(C1)C(=O)OCC1=CC=CC=C1)CC2)C